CCCCCCCCC(CCCCCCCC)OC(CCCCCCCN(CCCCCC(=O)OCC(C(=O)[O-])(C(=O)[O-])C)CCO)=O 2-(((6-((8-(heptadecan-9-yloxy)-8-oxooctyl)(2-hydroxyethyl)amino)hexanoyl)oxy)methyl)-2-methylmalonate